C(C)(C)(C)OC(=O)NC=1C=C(C(=NC1)C=1N=NN(C1C(=O)O)C)F 4-(5-((tert-butoxycarbonyl)amino)-3-fluoropyridin-2-yl)-1-methyl-1H-1,2,3-triazole-5-carboxylic acid